1-(2-aminoethyl)-4-(6-((3-(4-fluorophenyl)-5-methylisoxazol-4-yl)methoxy)pyridazin-3-yl)piperazine-2-carboxylic acid methyl ester COC(=O)C1N(CCN(C1)C=1N=NC(=CC1)OCC=1C(=NOC1C)C1=CC=C(C=C1)F)CCN